di(2,2,2-trifluoroethyl) (2,2,2-trifluoroethyl)phosphonate FC(CP(OCC(F)(F)F)(OCC(F)(F)F)=O)(F)F